C1(CCCCC1)C(C(=O)O)C=C 2-cyclohexyl-3-butenoic acid